C(=C)[Si](C)(C)N[Si](C=C)(C)C bis(vinyldimethylsilyl)amine